CC1CCC1 2-Methylcyclobutane